OC1CCN(CC1)C1CN(C1)C=1OC2=C(N1)C=C(C=C2)NC(=O)C=2C=CC1=C(CCO1)C2 2,3-dihydro-benzofuran-5-carboxylic acid {2-[3-(4-hydroxy-piperidin-1-yl)-azetidin-1-yl]-benzooxazol-5-yl}-amide